4-(2-(5-methyl-2-phenyloxazol-4-yl)ethoxy-1,1-d2)benzo[b]thiophene-7-carbaldehyde CC1=C(N=C(O1)C1=CC=CC=C1)CC(OC1=CC=C(C=2SC=CC21)C=O)([2H])[2H]